Tert-butyl (2-(1-methylnaphthalen-2-yl)ethyl)carbamate CC1=C(C=CC2=CC=CC=C12)CCNC(OC(C)(C)C)=O